FC1=CC=C(C=C1)C(C)(C#C)C=1N=C(SC1)NC(=O)NCCO 1-(4-(2-(4-fluorophenyl)but-3-yn-2-yl)thiazol-2-yl)-3-(2-hydroxyethyl)urea